C1(CC1)CC(C1=CC(=C(C=C1)COCOC)F)NC=1SC(=CN1)C N-(2-cyclopropyl-1-(3-fluoro-4-((methoxymethyloxy)methyl)phenyl)ethyl)-5-methylthiazol-2-amine